CC=1C=C(C(=O)O)C=C(C1)C1=NOC(=N1)C 3-methyl-5-(5-methyl-1,2,4-oxadiazol-3-yl)benzoic acid